6-(4-(6-(4-isopropyl-5-(8-methoxy-[1,2,4]triazolo[1,5-a]pyridin-6-yl)-1H-pyrazol-3-yl)pyridin-3-yl)cyclohexyl)-2-oxa-6-azaspiro[3.3]heptane C(C)(C)C=1C(=NNC1C=1C=C(C=2N(C1)N=CN2)OC)C2=CC=C(C=N2)C2CCC(CC2)N2CC1(COC1)C2